N-[2-amino-5-(4-fluorophenyl)phenyl]-4-[(5-methyl-3-pyridyl)sulfonimidoyl]benzamide NC1=C(C=C(C=C1)C1=CC=C(C=C1)F)NC(C1=CC=C(C=C1)S(=O)(=N)C=1C=NC=C(C1)C)=O